FC1=C(C=CC=C1N1CCNCC1)C=O (2-fluoro-3-piperazin-1-ylphenyl)methanone